tri(o-allylphenoxy)-tri(phenoxy)cyclotriphosphazene C(C=C)C1=C(OP2(=NP(=NP(=N2)(OC2=CC=CC=C2)OC2=C(C=CC=C2)CC=C)(OC2=CC=CC=C2)OC2=C(C=CC=C2)CC=C)OC2=CC=CC=C2)C=CC=C1